NC1=NC=CC2=CC(=CC=C12)CNC1=NC=CC(=C1)OC1CCN(CC1)C(=O)OC(C)(C)C tert-butyl 4-((2-(((1-aminoisoquinolin-6-yl)methyl)amino)pyridin-4-yl)oxy)piperidine-1-carboxylate